C\C=C/CCCCC (Z)-Oct-2-ene